N-(3-methylbutan-2-en-1-yl)hydroxylamine CC(=CCNO)C